3-[3-(4,4-difluoropiperidine-1-carbonyl)-8-quinolyl]-7-methyl-1,7-naphthyridin-8-one FC1(CCN(CC1)C(=O)C=1C=NC2=C(C=CC=C2C1)C=1C=NC=2C(N(C=CC2C1)C)=O)F